1,6-dihydropyridine-3-carboxylic acid tert-butyl ester C(C)(C)(C)OC(=O)C1=CNCC=C1